ClC=1C=C(C=CC1)[C@@H]1[C@H](C1)C(=O)NC1=NC=NC(=C1)NCC=1N=C2N(C=C(C=C2N2C(N(C(C2)=O)CCO)=O)C2CC2)C1 (1S,2S)-2-(3-chlorophenyl)-N-(6-(((6-cyclopropyl-8-(3-(2-hydroxyethyl)-2,4-dioxoimidazolidin-1-yl)imidazo[1,2-a]pyridin-2-yl)methyl)amino)pyrimidin-4-yl)cyclopropane-1-carboxamide